NC1=C(C(=NC=N1)C=1C=NN(C1)[C@@H](CO)C1=CC=CC=C1)C1=CC=C(C=C1)Cl |r| (±)-2-{4-[6-amino-5-(p-chlorophenyl)-4-pyrimidinyl]-1H-pyrazol-1-yl}-2-phenylethanol